CC(COC1=NC=CC=C1C(F)(F)F)(C)N 2-methyl-1-((3-(trifluoromethyl)pyridin-2-yl)oxy)propan-2-amine